NC1=CC(=C(OC2=CC=NC3=CC(=C(C=C23)OC)O)C=C1)F 4-(4-amino-2-fluorophenoxy)-6-methoxyquinolin-7-ol